NC1=NC2=CC(=CC=C2C(=N1)NCC(CO)(C)C)Br 3-((2-amino-7-bromoquinazolin-4-yl)amino)-2,2-dimethyl-1-propanol